5-(4-(hexyloxy)-1,2,5-thiadiazol-3-yl)-1-methyl-1-((palmitoyloxy)(phenyl)methyl)-1,2,3,6-tetrahydropyridin-1-ium iodide Chloro(phenyl)methyl-palmitate ClC(C(=O)[O-])(CCCCCCCCCCCCCC)CC1=CC=CC=C1.[I-].C(CCCCC)OC=1C(=NSN1)C1=CCC[N+](C1)(C(C1=CC=CC=C1)OC(CCCCCCCCCCCCCCC)=O)C.C(CCCCC)OC=1C(=NSN1)C1=CCC[N+](C1)(C)C(OC(CCCCCCCCCCCCCCC)=O)C1=CC=CC=C1